FC=1C=C(NC2C(NC(CC2)=O)=O)C=CC1N1CCC(CC1)N=C=O 3-[3-fluoro-4-(4-isocyanato-1-piperidyl)anilino]piperidine-2,6-dione